(2S)-2-[(4-chloro-1-methyl-pyrrolo[2,3-b]pyridin-6-yl)-methyl-carbamoyl]pyrrolidine-1-carboxylic acid tert-butyl ester C(C)(C)(C)OC(=O)N1[C@@H](CCC1)C(N(C)C1=CC(=C2C(=N1)N(C=C2)C)Cl)=O